(6S)-1'-[7-(2-fluorophenyl)-6-methyl-pyrazolo[1,5-a]pyrazin-4-yl]-2-methyl-spiro[4,6-dihydrocyclopenta[d]oxazol-5,4'-piperidin]-6-amine FC1=C(C=CC=C1)C1=C(N=C(C=2N1N=CC2)N2CCC1(CC2)[C@@H](C2=C(N=C(O2)C)C1)N)C